methyl (S)-2-aminobutyrate acetate C(C)(=O)O.N[C@H](C(=O)OC)CC